N-[1-(3-bromo-4-cyano-1H-pyrazolo[3,4-d]pyrimidin-6-yl)-4-methyl-4-piperidinyl]carbamic acid tert-butyl ester C(C)(C)(C)OC(NC1(CCN(CC1)C1=NC(=C2C(=N1)NN=C2Br)C#N)C)=O